7-(8-((tert-butoxycarbonyl)amino)-7-fluoro-3-((2,3,3-trimethyl-1-oxoisoindolin-5-yl)amino)isoquinolin-6-yl)-8-methyl-2,3-dihydro-1H-pyrido[2,3-b][1,4]oxazine-1-carboxylate C(C)(C)(C)OC(=O)NC=1C(=C(C=C2C=C(N=CC12)NC=1C=C2C(N(C(C2=CC1)=O)C)(C)C)C1=C(C2=C(OCCN2C(=O)[O-])N=C1)C)F